(R)-8-(4-bromo-2-methoxyphenyl)-7-methyl-N-(piperidin-3-yl)-7H-purin-2-amine BrC1=CC(=C(C=C1)C1=NC2=NC(=NC=C2N1C)N[C@H]1CNCCC1)OC